1-methyl-3-(1-cyclohexyl-7-octadecyl-cyclopentadec-2-yl)-1H-imidazol-3-ium chloride [Cl-].CN1C=[N+](C=C1)C1C(CCCCCCCCC(CCCC1)CCCCCCCCCCCCCCCCCC)C1CCCCC1